N(CC(=O)O)(CC(=O)O)CC(=O)O.[Zn] Zinc Nitrilotriacetic Acid